3-[5-[3,3-difluoro-1-(4-piperidylmethyl)-4-piperidyl]-6-fluoro-3-methyl-2-oxo-benzimidazol-1-yl]piperidine FC1(CN(CCC1C1=CC2=C(N(C(N2C)=O)C2CNCCC2)C=C1F)CC1CCNCC1)F